1-[2-(azetidin-1-yl)ethyl]-6-[2-methyl-3-(trifluoromethyl)phenyl]-3H-imidazo[4,5-b]pyridin-2-one N1(CCC1)CCN1C(NC2=NC=C(C=C21)C2=C(C(=CC=C2)C(F)(F)F)C)=O